1-ethyl-3-(4-((4-(2-fluoro-6-(2-oxopyrrolidin-1-yl)pyridin-3-yl)piperazin-1-yl)methyl)pyridin-2-yl)urea C(C)NC(=O)NC1=NC=CC(=C1)CN1CCN(CC1)C=1C(=NC(=CC1)N1C(CCC1)=O)F